N-(2-methyl-1-((3-(trifluoromethyl)pyridin-2-yl)oxy)propan-2-yl)-2-(pyrrolidin-2-yl)acetamide CC(COC1=NC=CC=C1C(F)(F)F)(C)NC(CC1NCCC1)=O